trichloroacetic chloride ClC(C(=O)Cl)(Cl)Cl